(S)-N'-((3,3-dimethyl-1,2,3,5,6,7-hexahydrodicyclopenta[b,e]pyridin-8-yl)carbamoyl)-4-(2-hydroxypropan-2-yl)pyridine-2-sulfonimidamide CC1(CCC=2C1=NC1=C(C2NC(=O)N=[S@@](=O)(N)C2=NC=CC(=C2)C(C)(C)O)CCC1)C